C(CCCCCCCCCCCC(=O)[O-])(=O)OCC(CCCC)CC 2-ethylhexyl brassylate